bis-stearyl thiodipropionate S(CCC(=O)OCCCCCCCCCCCCCCCCCC)CCC(=O)OCCCCCCCCCCCCCCCCCC